C(C1=CC=CC=C1)SC1=CC=C(N=N1)NC(=O)[C@@H]1NCCOC1 (R)-N-(6-(benzylthio)pyridazin-3-yl)morpholine-3-carboxamide